FC1(CN(CCC1)C1=CN(NC(=C1)C1=NN(C2=CC=C(C=C12)OC1(CC1)C)C1OCCCC1)C)F 4-(3,3-difluoropiperidin-1-yl)-2-methyl-6-(5-(1-methylcyclopropoxy)-1-(tetrahydro-2H-pyran-2-yl)-1H-indazol-3-yl)pyridazine